(Z)-N-(3-(2-isopropyl-5-methylphenyl)-4-oxothiazolidine-2-ylidene)-2-methyl-2-(4-(1-(4-(trifluoromethoxy)phenyl)-1H-1,2,4-triazol-3-yl)benzyl)hydrazine-1-carboxamide C(C)(C)C1=C(C=C(C=C1)C)N1/C(/SCC1=O)=N/C(=O)NN(CC1=CC=C(C=C1)C1=NN(C=N1)C1=CC=C(C=C1)OC(F)(F)F)C